C(C1=CC=CC=C1)N1CCC(CC1)CC=1CC2=CC(=C(C=C2C1OC(COCCCCCCCCCCCCCCC)=O)OC)OC 2-(pentadecyloxy)acetic acid 2-((1-benzylpiperidin-4-yl) methyl)-5,6-dimethoxy-1H-inden-3-yl ester